C(CC)C1=CC(=NC=C1)NC=1SC=C(N1)C1=NC=CC=C1 N-(4-propylpyridin-2-yl)-4-(pyridin-2-yl)thiazol-2-amine